2-(2,6-dioxopiperidin-3-yl)-5-(4-(2-(1-(5-(5-(2,2,2-trifluoroethyl)-5H-pyrido[4,3-b]indol-7-yl)pyridin-2-yl)piperidin-4-yl)ethyl)piperazin-1-yl)isoindoline-1,3-dione O=C1NC(CCC1N1C(C2=CC=C(C=C2C1=O)N1CCN(CC1)CCC1CCN(CC1)C1=NC=C(C=C1)C=1C=CC=2C3=C(N(C2C1)CC(F)(F)F)C=CN=C3)=O)=O